ClC1=C(C=CC=C1)N1NC(CC1)=O N-(2-chlorophenyl)-3-pyrazolidinone